2-{[5-methoxy-3-(trifluoromethyl)pyrazin-2-yl]Methyl}isoindole-1,3-dione COC=1N=C(C(=NC1)CN1C(C2=CC=CC=C2C1=O)=O)C(F)(F)F